N7-(6-aminopyrimidin-4-yl)-N5-(1-cyclobutylethyl)-3-methyl-imidazo[4,5-b]pyridine-5,7-diamine NC1=CC(=NC=N1)NC1=C2C(=NC(=C1)NC(C)C1CCC1)N(C=N2)C